OCN1C(C(CCC1=O)N1C(C2=CC=C(C=C2C1)N1C(N(C(C1)C)C=1C=NC(=CC1)C)=O)=O)=O 1-(hydroxymethyl)-3-(5-(4-methyl-3-(6-methylpyridin-3-yl)-2-oxoimidazolidin-1-yl)-1-oxoisoindolin-2-yl)piperidine-2,6-dione